P(=O)(OC1=C(C=C(C=C1C)C)C)(OC1=C(C=C(C=C1C)C)C)OC1=C(C=C(C=C1C)C)C tri(2,4,6-trimethylphenyl) phosphate